(1R,6R,8aS)-6-[8-Amino-1-(4-{(1R)-1-hydroxy-1-[3-(trifluoromethyl)phenyl]ethyl}phenyl)imidazo-[1,5-a]pyrazin-3-yl]-1-(trifluoromethyl)hexahydroindolizin-3(2H)-on NC=1C=2N(C=CN1)C(=NC2C2=CC=C(C=C2)[C@](C)(C2=CC(=CC=C2)C(F)(F)F)O)[C@H]2CN1C(C[C@H]([C@@H]1CC2)C(F)(F)F)=O